benzyl N-[4-({23-[4-(aminomethyl)-1,2,3-triazol-1-yl]-3,6,9,12,15,18,21-heptaoxatricosan-1-yl}oxy)phenyl]carbamate NCC=1N=NN(C1)CCOCCOCCOCCOCCOCCOCCOCCOC1=CC=C(C=C1)NC(OCC1=CC=CC=C1)=O